butynoxyethanesulfonic acid C(#CCC)OC(C)S(=O)(=O)O